(6-((1-methyl-1H-pyrazol-3-yl)amino)pyridin-3-yl)piperazine-1-carboxylic acid tert-butyl ester C(C)(C)(C)OC(=O)N1C(CNCC1)C=1C=NC(=CC1)NC1=NN(C=C1)C